BrC1=C(C(=CC(=C1)Cl)C)NCC1CCN(CC1)C(=O)OC(C)(C)C tert-butyl 4-(((2-bromo-4-chloro-6-methylphenyl)amino)methyl)piperidine-1-carboxylate